ClC=1C(=NC(=NC1)NC1CCOCC1)C1=CC=C2CN(C(C2=C1)=O)[C@@H](C(=O)N[C@H](CO)C1=CC(=CC=C1)Cl)C (2R)-2-(6-{5-chloro-2-[(oxan-4-yl)amino]pyrimidin-4-yl}-1-oxo-2,3-dihydro-1H-isoindol-2-yl)-N-[(1S)-1-(3-chlorophenyl)-2-hydroxyethyl]propanamide